N-(4-(7-fluoro-1,3-dihydro-2H-benzo[c]azepin-2-yl)-2,6-dimethylphenyl)-3,3-dimethylbutanamide FC1=CC2=C(CN(CC=C2)C2=CC(=C(C(=C2)C)NC(CC(C)(C)C)=O)C)C=C1